IC1=CN=CN1C(C1=CC=CC=C1)(C1=CC=CC=C1)C1=CC=CC=C1 5-iodo-1-trityl-1H-imidazole